[N+](=O)([O-])C1=NNC(=N1)N=NC1=NC(=NN1)[N+](=O)[O-] 3,3'-dinitro-5,5'-azo-1,2,4-triazole